C(C1=CC=CC=C1)N1CC[C@H](CCC1)C=1C=C2CN(C(C2=CC1)=O)[C@H]1C(NC(CC1)=O)=O (R)-3-(5-((S)-1-benzylazepan-4-yl)-1-oxoisoindolin-2-yl)piperidine-2,6-dione